C(C=C)(=O)OCCCCCCCC[Si](OC)(OC)CCC acryloyloxyoctyl-propyl-dimethoxysilane